ClC1=CC=2N(N=C1)C(=CN2)CC2=CC1=C(OC(CO1)C=1C=NC(=CC1)OC)C=C2 7-chloro-3-((2-(6-methoxypyridin-3-yl)-2,3-dihydrobenzo[b][1,4]dioxin-6-yl)methyl)imidazo[1,2-b]pyridazine